C(C1=CC=CC=C1)OC(NCC1=CC=C(C=C1)N1CCNCC1)=O (4-(piperazin-1-yl)benzyl)carbamic acid benzyl ester